propylene oxide ammonium chloride [Cl-].[NH4+].C1C(C)O1